2-{[2-methoxy-4-(pyrrolidin-2-yl)phenyl]amino}-4-{[2-(trifluoromethyl)phenyl]amino}pyrimidine-5-carboxamide COC1=C(C=CC(=C1)C1NCCC1)NC1=NC=C(C(=N1)NC1=C(C=CC=C1)C(F)(F)F)C(=O)N